ethyl 3-(3,5-difluoropyridin-2-yl)-3-oxopropionate FC=1C(=NC=C(C1)F)C(CC(=O)OCC)=O